5-(2,4-difluorophenyl)-4-methoxy-1-((6-methoxypyridin-3-yl)sulfonyl)-1H-pyrrole-3-carboxylic acid methyl ester COC(=O)C1=CN(C(=C1OC)C1=C(C=C(C=C1)F)F)S(=O)(=O)C=1C=NC(=CC1)OC